8-acetyl-2,4-dichloro-1,5-dimethyl-8-azabicyclo[3.2.1]oct-6-en-3-one C(C)(=O)N1C2(C(C(C(C1(C=C2)C)Cl)=O)Cl)C